S1N=CC2=C1C(=CC=C2)C(C)OC2=CC(=CC=1N2C(=CN1)C#N)C=1N=NN(C1C)C1CCN(CC1)C#N 5-[1-(1,2-Benzothiazol-7-yl)ethoxy]-7-[1-(1-cyano-4-piperidyl)-5-methyl-triazol-4-yl]imidazo[1,2-a]pyridine-3-carbonitrile